O1C=CC2=C1C=CC(=C2)S(=O)(=O)N2CC1=C(C2)CN(C1)C(=O)NCC1COCC1 5-(Benzofuran-5-ylsulfonyl)-N-((tetrahydrofuran-3-yl)methyl)-3,4,5,6-tetrahydropyrrolo[3,4-c]pyrrole-2(1H)-carboxamide